C(#N)C=1C=CC(=C2C=C(NC12)C=1C=NN(C1)C)N1C[C@@H](CCC1)NC(C1=CC=C(C=C1)C1CC1)=O (R)-N-(1-(7-cyano-2-(1-methyl-1H-pyrazol-4-yl)-1H-indol-4-yl)piperidin-3-yl)-4-cyclopropylbenzamide